6-((6-(2-fluoro-6-methoxyphenyl)-5-nitropyridin-2-yl)amino)-4-((S)-3-hydroxypiperidin-1-yl)nicotinamide FC1=C(C(=CC=C1)OC)C1=C(C=CC(=N1)NC1=NC=C(C(=O)N)C(=C1)N1C[C@H](CCC1)O)[N+](=O)[O-]